ClC=1C=C2C(=NC(=NC2=C(C1C1=C2C(=NNC2=CC=C1C)C)F)OC[C@@H]1CN(CCO1)C)N1C[C@H](N(C[C@@H]1C)C(C=C)=O)C 1-((2R,5S)-4-(6-chloro-7-(3,5-dimethyl-1H-indazol-4-yl)-8-fluoro-2-(((S)-4-methylmorpholin-2-yl)methoxy)quinazolin-4-yl)-2,5-dimethylpiperazin-1-yl)prop-2-en-1-one